N-(3-chloro-5-(methylsulfonamido)phenyl)-1-(5-(N,N-dimethylsulfamoyl)pyridin-2-yl)-1H-pyrazole-4-carboxamide ClC=1C=C(C=C(C1)NS(=O)(=O)C)NC(=O)C=1C=NN(C1)C1=NC=C(C=C1)S(N(C)C)(=O)=O